((6-Chloro-4-((3-(1-ethyl-1H-1,2,4-triazol-3-yl)-2-methoxyphenyl)amino)pyridazine-3-carbonyl)oxy)zinc ClC1=CC(=C(N=N1)C(=O)O[Zn])NC1=C(C(=CC=C1)C1=NN(C=N1)CC)OC